CS(=O)(C)=NC=1C(=C(C=NC1)B(O)O)F (5-((dimethyl(oxo)-λ6-sulfaneylidene)amino)-4-fluoropyridin-3-yl)boronic acid